FC(C(=O)O)(F)F.FC=1C=C(C=CC1C(=O)N1CCC(CC1)CN1CCNCC1)N1C(N(C(C1(C)C)=O)C1=CC(=C(C#N)C=C1)C(F)(F)F)=S 4-(3-(3-fluoro-4-(4-(piperazin-1-ylmethyl)piperidine-1-carbonyl)phenyl)-4,4-dimethyl-5-oxo-2-thioxoimidazolidin-1-yl)-2-(trifluoromethyl)benzonitrile trifluoroacetate